Salicylic acid cis-3-hexenyl ester C(C\C=C/CC)OC(C=1C(O)=CC=CC1)=O